2-(4-(5-bromopentyl)phenyl)-5-hydroxy-8-methoxy-7-(methoxymethoxy)-4H-chromen-4-one BrCCCCCC1=CC=C(C=C1)C=1OC2=C(C(=CC(=C2C(C1)=O)O)OCOC)OC